(Z)-3-fluoro-4-(4-(4-(methylsulfonyl)phenyl)-6-(trifluoromethyl)-1H-benzo[d]imidazol-1-yl)but-2-en-1-amine F\C(=C/CN)\CN1C=NC2=C1C=C(C=C2C2=CC=C(C=C2)S(=O)(=O)C)C(F)(F)F